FC(CC=1C=NC=NC1)(F)F 5-(2,2,2-trifluoroethyl)pyrimidine